C(C)C1(OC2=C(C(N1O)C1=CC=CC=C1)C=CC=C2)CC 2,2-diethyl-4-phenyl-2H-benzo[e][1,3]oxazin-3(4H)-ol